NC1=C(C(=NN1C1(CC1)C)C1=C(C=C(C=C1)C(C(=O)NC1=CC(=NO1)C12CC(C1)(C2)C)C)F)C#N 2-[4-[5-amino-4-cyano-1-(1-methylcyclopropyl)pyrazol-3-yl]-3-fluorophenyl]-N-(3-[3-methylbicyclo[1.1.1]pentan-1-yl]-1,2-oxazol-5-yl)propanamide